2-(3,4-dichlorophenyl)-1-ethyl-6-methyl-4-oxo-pyridine-3-carboxylic acid ethyl ester C(C)OC(=O)C1=C(N(C(=CC1=O)C)CC)C1=CC(=C(C=C1)Cl)Cl